ClC=1C(=C(C=CC1)NC1=C(NC2=C1C(NCC2)=O)C2=C(C=NC=C2)C#CC2NCC2(C)C)OC 3-((3-chloro-2-methoxyphenyl)amino)-2-(3-((3,3-dimethylazetidin-2-yl)ethynyl)pyridin-4-yl)-1,5,6,7-tetrahydro-4H-pyrrolo[3,2-c]pyridin-4-one